1-(4-bromo-3-methoxyphenyl)ethan-1-ol BrC1=C(C=C(C=C1)C(C)O)OC